NC1=C(C=C(C2=CC=CC=C12)S(=O)(=O)O)N=NC=1C=NC(=CC1)C1=CC=C(C=C1)C(F)(F)F 4-amino-3-[6-(4-trifluoromethylphenyl)pyridine-3-ylazo]naphthalene-1-sulfonic acid